BrC=1C=C(C(=NC1)C1=CC=NN1C)[N+](=O)[O-] 5-bromo-2-(1-methyl-1H-pyrazol-5-yl)-3-nitropyridine